(1R,3S)-3-(5-((2-((4-amino-4-methylpentyl)oxy)pyridin-4-yl)amino)-1-(tert-butyl)-1H-pyrazol-3-yl)cyclopentyl (4-nitrophenyl) carbonate C(O[C@H]1C[C@H](CC1)C1=NN(C(=C1)NC1=CC(=NC=C1)OCCCC(C)(C)N)C(C)(C)C)(OC1=CC=C(C=C1)[N+](=O)[O-])=O